NC=1C=CC(=NC1)C(=O)N([C@@H](C(C)C)C(=O)OC)C methyl N-(5-aminopicolinoyl)-N-methyl-L-valinate